2-(4-cinnamylpiperazin-1-yl)-N-(4-(5-(difluoromethyl)-1,3,4-oxadiazol-2-yl)benzyl)-N-phenylethane-1-sulfonamide C(C=CC1=CC=CC=C1)N1CCN(CC1)CCS(=O)(=O)N(C1=CC=CC=C1)CC1=CC=C(C=C1)C=1OC(=NN1)C(F)F